C(CCC)N(N=O)C(C=O)=NO N-butyl-1-hydroxyimino-N-nitroso-2-oxoethylamine